5,7-Dioxa-15-azatetracyclo[9.3.1.02,10.04,8]pentadec-2,4(8),9-triene C12C3=CC=4OCOC4C=C3C(CCC1)N2